N[C@@H]1C[C@@H](CC12CCN(CC2)C2=NC(=C(N=C2)SC2=C(C(=NC=C2)Cl)Cl)N)O (2R,4R)-4-amino-8-(6-amino-5-((2,3-dichloropyridin-4-yl)thio)pyrazin-2-yl)-8-azaspiro[4.5]decan-2-ol